C(C)NC(CCCCCCCCCCCCCCC(C)C)=O isostearic ethyl amide